(R)-4-((1-(3-(difluoromethyl)-2-fluorophenyl)ethyl)amino)-6-((1,1-dioxidotetrahydro-2H-thiopyran-4-yl)oxy)-2-methylpyrido[2,3-d]pyrimidin-7(8H)-one FC(C=1C(=C(C=CC1)[C@@H](C)NC=1C2=C(N=C(N1)C)NC(C(=C2)OC2CCS(CC2)(=O)=O)=O)F)F